NCC1=CC=C(C=C1)C=1N(N=C2C1N=CN(C2=O)CC2(CCN(CC2)C(C[C@@H](C)C2=CC=CC=C2)=O)O)C (R)-3-(4-(aminomethyl)phenyl)-6-((4-hydroxy-1-(3-phenylbutanoyl)piperidin-4-yl)methyl)-2-methyl-2,6-dihydro-7H-pyrazolo[4,3-d]pyrimidin-7-one